(2R,5S)-1-(2,2-dimethylpropyl)-2-methyl-5-phenyl-piperazine CC(CN1[C@@H](CN[C@H](C1)C1=CC=CC=C1)C)(C)C